3-(5-(methyl(2,2,6,6-tetramethylpiperidin-4-yl)amino)-1,3,4-thiadiazol-2-yl)quinolin CN(C1=NN=C(S1)C=1C=NC2=CC=CC=C2C1)C1CC(NC(C1)(C)C)(C)C